(3S,4S)-4-{[5-(2,4-difluoro-phenyl)-isoxazole-3-carbonyl]-amino}-1-((1R,2S)-2-ethyl-cyclopentyl)-piperidine-3-carboxylic acid dimethylamide CN(C(=O)[C@H]1CN(CC[C@@H]1NC(=O)C1=NOC(=C1)C1=C(C=C(C=C1)F)F)[C@H]1[C@H](CCC1)CC)C